FC1=C(C(=O)N([C@H]2CNCCC2)C2=NC=CC3=C2C=C(S3)C3=CC(NC=C3)=O)C=CC(=C1)N1N=NC=3C1=NC=CC3 2-fluoro-N-[2-(2-oxo-1H-pyridin-4-yl)thieno[3,2-c]pyridin-4-yl]-N-[(3R)-3-piperidyl]-4-(triazolo[4,5-b]pyridin-3-yl)benzamide